NC1=[NH+]C(=CC(=N1)C)N1CCC(CC1)[NH3+] 2-amino-6-(4-ammoniopiperidin-1-yl)-4-methylpyrimidin-1-ium